1-[2-[7-[(3-Methyloxetan-3-yl)methoxy]imidazo[1,2-a]pyridin-3-yl]-8-quinolinyl]piperidin-4-amine CC1(COC1)COC1=CC=2N(C=C1)C(=CN2)C2=NC1=C(C=CC=C1C=C2)N2CCC(CC2)N